C(CCCCCCCC)C(CN(CCN1CCNCC1)CCCCCCCCC)NCCCCCCCCC 1,N1,N2-Trinonyl-N2-(2-(piperazin-1-yl)ethyl)ethane-1,2-diamine